tert-butyl (((3R,5S)-5-((S)-1-(4-fluorophenyl)-1,2,3,4-tetrahydroisoquinoline-2-carbonyl)tetrahydrofuran-3-yl)methyl)carbamate FC1=CC=C(C=C1)[C@@H]1N(CCC2=CC=CC=C12)C(=O)[C@@H]1C[C@@H](CO1)CNC(OC(C)(C)C)=O